ClC1=NC(=CC(=C1)N1CCC(CC1)OC)S(=O)(=O)C 2-chloro-6-methanesulfonyl-4-(4-methoxypiperidin-1-yl)pyridine